C[Si](C)(C)C#CC1=NN2C(C=CC=C2)=C1 ((trimethylsilyl)ethynyl)pyrazolo[1,5-a]pyridine